NC1CCC(CC1)NC1=NC2=C(C=C(C=C2C=N1)C1=CN=C(S1)NS(=O)(=O)C1=C(C=CC=C1)Cl)CC N-(5-(2-(((1r,4r)-4-aminocyclohexyl)amino)-8-ethylquinazolin-6-yl)thiazol-2-yl)-2-chlorobenzenesulfonamide